C(#N)C(CS[NH-])C1CCCC1 2-cyano-N-cyclopentylethylthioamide